C([C@@H]1[C@H]([C@@H]([C@H]([C@H](O1)O)O)OP(=O)([O-])[O-])O)OP(=O)([O-])[O-] The molecule is an organophosphate oxoanion obtained by global deprotonation of the phosphate OH groups of (1->4)-3,6-bis(phospho)-alpha-D-glucan; major species at pH 7.3. It is an organophosphate oxoanion and a polyanionic polymer.